2-Bromo-N-(3-methoxy-2,4,6-trimethylphenyl)thiazole-5-carboxamide BrC=1SC(=CN1)C(=O)NC1=C(C(=C(C=C1C)C)OC)C